(3-(2-((trans-2-((dimethylamino)methyl)cyclopentyl)amino)-5-(trifluoromethyl)pyrimidin-4-yl)-1H-indole-7-yl)dimethylphosphine oxide CN(C)C[C@H]1[C@@H](CCC1)NC1=NC=C(C(=N1)C1=CNC2=C(C=CC=C12)P(C)(C)=O)C(F)(F)F